C(C)OC(=O)C=1N=C2N(N1)[C@@H](C[C@H]2O[Si](C)(C)C(C)(C)C)C2=CC=CC=C2 Trans-7-[tert-butyl-(dimethyl)silyl]oxy-5-phenyl-6,7-dihydro-5H-pyrrolo[1,2-b][1,2,4]Triazole-2-carboxylic acid ethyl ester